(3aR,5s,6aS)-N-(6-(cyclohexylsulfonyl)pyridazin-3-yl)-2-((1,5-dimethyl-1H-pyrazol-3-yl)methyl)octahydrocyclopenta[c]pyrrol-5-amine C1(CCCCC1)S(=O)(=O)C1=CC=C(N=N1)NC1C[C@@H]2[C@@H](CN(C2)CC2=NN(C(=C2)C)C)C1